N[C@H](C(=O)N[C@H](C(=O)NC)CC(C)C)CCC1=NC2=C(N1C)C=CC(=C2)N(CCCl)CCCl (2S)-2-[[(2S)-2-amino-4-[5-[bis(2-chloroethyl)amino]-1-methyl-benzimidazol-2-yl]butanoyl]amino]-N,4-dimethyl-pentanamide